N1(CCCCCC1)C1=NC=CC2=C1N=C(N=C2)NC=2C(NC=1CCN(CC1C2)C)=O 3-((8-(azepan-1-yl)pyrido[3,4-d]pyrimidin-2-yl)amino)-6-methyl-5,6,7,8-tetrahydro-1,6-Naphthyridin-2(1H)-one